methyl (S)-2-((4-(6-((4-acetyl-2-methylbenzyl)oxy)pyridin-2-yl)piperidin-1-yl)methyl)-1-(oxetan-2-ylmethyl)-1H-benzo[d]imidazole-6-carboxylate C(C)(=O)C1=CC(=C(COC2=CC=CC(=N2)C2CCN(CC2)CC2=NC3=C(N2C[C@H]2OCC2)C=C(C=C3)C(=O)OC)C=C1)C